5-Fluoro-2-iodo-1-(methoxymethoxy)-3-methylbenzene FC=1C=C(C(=C(C1)OCOC)I)C